NC=1N(C2=NC=C(C=3CNC(C1C23)=O)C)C2=C(C(=CC=C2C)OC)C 3-amino-2-(3-methoxy-2,6-dimethylphenyl)-9-methyl-2,6,11-triazatricyclo[6.3.1.0^{4,12}]dodeca-1(11),3,8(12),9-tetraen-5-one